COC(=O)C1=CC=C(C=C1)[C@H]1CN(CC[C@@H]1CC1=C2C=CN(C2=C(C=C1C)C)C(=O)OC(C)(C)C)CC(F)(F)F tert-butyl 4-(((3S,4S)-3-(4-(methoxycarbonyl)phenyl)-1-(2,2,2-trifluoroethyl)piperidin-4-yl)methyl)-5,7-dimethyl-1H-indole-1-carboxylate